Ethyl 1-(3-chloro-5-iodo-6-(4,4,4-trifluorobutyl)pyrazin-2-yl)piperidine-4-carboxylate ClC=1C(=NC(=C(N1)I)CCCC(F)(F)F)N1CCC(CC1)C(=O)OCC